(1R,2R,4S,5S,6S,7R)-N-(3,4-dichlorophenyl)-7-(pyrimidin-5-yl)-8-oxatricyclo[3.2.1.02,4]octane-6-carboxamide ClC=1C=C(C=CC1Cl)NC(=O)[C@@H]1[C@@H]2[C@H]3C[C@H]3[C@H]([C@H]1C=1C=NC=NC1)O2